ClC1=NC(=CC(=C1)N1N=CC=C1)Cl 2,6-dichloro-4-(1H-pyrazol-1-yl)pyridine